2-(((1s,4s)-4-((tert-butyldimethylsilyl)oxy)cyclohexyl)amino)pyrimidine-4-carboxamidine hydrochloride Cl.[Si](C)(C)(C(C)(C)C)OC1CCC(CC1)NC1=NC=CC(=N1)C(=N)N